2-(1-(2-fluoroethyl)-1H-pyrazol-4-yl)-1H-pyrrole FCCN1N=CC(=C1)C=1NC=CC1